C(=O)(O)C(CC1=CC=C(C=C1)OCC)N1CCN(CCNCCN(CC1)CC(=O)[O-])CC(=O)[O-] 7-[1-carboxy-2-(4-ethoxyphenyl)ethyl]-4,10-bis(carboxylatomethyl)-1,4,7,10-tetraazacyclododecan